2,2,7-trifluoro-4-(3-methylbuta-1,2-dien-1-yl)-6-(perfluorophenyl)-2H-benzo[b][1,4]oxazin-3(4H)-one FC1(C(N(C2=C(O1)C=C(C(=C2)C2=C(C(=C(C(=C2F)F)F)F)F)F)C=C=C(C)C)=O)F